C1N(CCC2=CC=CC=C12)[C@@H]1[C@H](CN(CC1)C(=O)C=1N=C2N(C=C(C=C2[C@@H](C)OC)C(C)C)C1)O [(3S,4S)-4-(3,4-dihydroisoquinolin-2(1H)-yl)-3-hydroxypiperidin-1-yl]{8-[(1R)-1-methoxyethyl]-6-(propan-2-yl)imidazo[1,2-a]pyridin-2-yl}methanone